NC1=NC2=C(C=3N1N=C(N3)C=3OC=CC3)C=NN2C(C(=O)NCC2COCCC2)(C)C2=CC=CC=C2 2-(5-amino-2-(furan-2-yl)-7H-pyrazolo[4,3-e][1,2,4]triazolo[1,5-c]pyrimidin-7-yl)-2-phenyl-N-((tetrahydro-2H-pyran-3-yl)methyl)propanamide